2-[6-(3-fluoro-4-methoxy-phenyl)-5-methyl-2-pyridinyl]Quinazoline FC=1C=C(C=CC1OC)C1=C(C=CC(=N1)C1=NC2=CC=CC=C2C=N1)C